ClC1=CC=C(C=C1)N1C[C@H](CC1)OC (S)-1-(4-chlorophenyl)-3-methoxypyrrolidine